1-methyl-1H-indazol-3-yl-piperidine CN1N=C(C2=CC=CC=C12)N1CCCCC1